methyl 5-(4-methoxybenzoyl)-1-methyl-1H-pyrazole-4-carboxylate COC1=CC=C(C(=O)C2=C(C=NN2C)C(=O)OC)C=C1